(5R,8S)-8-hydroxy-N-(2,4,6-trifluorobenzyl)-5,6,7,8-tetrahydroquinoline-5-carboxamide O[C@H]1CC[C@H](C=2C=CC=NC12)C(=O)NCC1=C(C=C(C=C1F)F)F